C(C)[P+](CC1=CC=C(C=C1)C=C)(CC)CC triethyl-(4-vinylbenzyl)phosphonium